BrC1=CC=C(C(C(=O)O)=C1)O 5-Bromosalicylic acid